[3-(2-methoxy-4-prop-1-ynyl-phenyl)-4-oxo-2-bicyclo[3.2.1]oct-2-enyl] methyl carbonate C(OC=1C2CCC(C(C1C1=C(C=C(C=C1)C#CC)OC)=O)C2)(OC)=O